(S)-2-(4-bromo-3-(trifluoromethyl)phenyl)-6-chloro-5-((2-oxopiperidin-3-yl)amino)-1H-benzo[d]imidazole-4,7-dione BrC1=C(C=C(C=C1)C1=NC2=C(N1)C(C(=C(C2=O)N[C@@H]2C(NCCC2)=O)Cl)=O)C(F)(F)F